sodium gluconate (gluconate) O=C([C@H](O)[C@@H](O)[C@H](O)[C@H](O)CO)[O-].O=C([C@H](O)[C@@H](O)[C@H](O)[C@H](O)CO)O.[Na+]